4-(2-hydroxyethyl)piperazinyl-1-butanesulfonic acid OCCN1CCN(CC1)C(CCC)S(=O)(=O)O